2-bromo-6-fluoro-2'-hydroxybiphenyl BrC1=C(C(=CC=C1)F)C1=C(C=CC=C1)O